C(C)(C)OC=1C=C2C(=NNC2=CC1)C1=CC(=NC=C1)N1C[C@@H](N(CC1)CCON1C(C2=CC=CC=C2C1=O)=O)C 2-[2-[(2S)-4-[4-(5-isopropoxy-1H-indazol-3-yl)-2-pyridinyl]-2-methyl-piperazin-1-yl]ethoxy]isoindoline-1,3-dione